tert-butyl 4-(4-((4-(morpholinosulfonyl)benzyl)oxy)phenyl)-1H-imidazole-1-carboxylate O1CCN(CC1)S(=O)(=O)C1=CC=C(COC2=CC=C(C=C2)C=2N=CN(C2)C(=O)OC(C)(C)C)C=C1